(R)-4-(1-(hydroxymethyl)-7-cyclohexyl-1,2-dihydronaphtho[2,1-b]furan-1-yl)phenol OC[C@]1(C2=C(OC1)C=CC1=CC(=CC=C12)C1CCCCC1)C1=CC=C(C=C1)O